BrC=1C=CC(=C(C1)NC1(CN(CCC1)C(=O)OC(C)(C)C)C)[N+](=O)[O-] tert-butyl 3-((5-bromo-2-nitrophenyl) amino)-3-methylpiperidine-1-carboxylate